4-[(trans)-2-methylcyclopropyl]-2-[(3R)-3-methylmorpholin-4-yl]-8-(1H-pyrazol-5-yl)-1,7-naphthyridine C[C@H]1[C@@H](C1)C1=CC(=NC2=C(N=CC=C12)C1=CC=NN1)N1[C@@H](COCC1)C